CC1(CC2CC2C1)CO (3-methyl-bicyclo[3.1.0]hex-3-yl)methanol